BrC1=C(C=C(CNC(=O)C2CN(CCC2)C=2C=3C(N=CN2)=NN(C3)C3=CC=C(C=C3)C)C=C1)Cl N-(4-bromo-3-chlorobenzyl)-1-(2-(p-tolyl)-2H-pyrazolo[3,4-d]pyrimidin-4-yl)piperidine-3-carboxamide